(12aR)-9-bromo-10-chloro-3,4,12,12a-tetrahydro-6H-pyrazino[2,1-c][1,4]benzooxazepine-2(1H)-carboxylate BrC1=C(C2=C(CN3[C@@H](CO2)CN(CC3)C(=O)[O-])C=C1)Cl